C(C)OC(C=N)=O 2-imino-acetic acid ethyl ester